2-(2-bromophenyl)-1-(3,4,5-trimethoxyphenyl)-1H-benzo[d]imidazole BrC1=C(C=CC=C1)C1=NC2=C(N1C1=CC(=C(C(=C1)OC)OC)OC)C=CC=C2